C(C)(C)(C)OC(=O)N1CCC(CC1)C1=NC(=CC=C1)OCC=1C=C2C=CC=NC2=CC1 4-(6-(quinolin-6-ylmethoxy)pyridine-2-yl)piperidine-1-carboxylic acid tert-butyl ester